OC=1C=C(C=NC1)C#CC1=C(C(=O)N2CCNCC2)C=CC=C1 4-[2-[2-(5-hydroxypyridin-3-yl)ethynyl]benzoyl]piperazin